Methyl 3-(N-(5-cyano-2-(6-fluoropyridin-2-yl)phenyl)sulfamoyl)-4-cyclopropylbenzoate C(#N)C=1C=CC(=C(C1)NS(=O)(=O)C=1C=C(C(=O)OC)C=CC1C1CC1)C1=NC(=CC=C1)F